N-p-toluenesulfonyl-4-indolecarbaldehyde CC1=CC=C(C=C1)S(=O)(=O)N1C=CC=2C(=CC=CC12)C=O